(E)-N-(4-(3-chloro-4-fluorophenyl)-5,6-dihydro-4H-pyrido[2,3,4-de]quinazolin-7-yl)-4-(cyclopropylamino)but-2-enamide ClC=1C=C(C=CC1F)N1CCC=2C=3C1=NC=NC3C=CC2NC(\C=C\CNC2CC2)=O